ethoxypyridin-3-yl-boronic acid C(C)OC1=NC=CC=C1B(O)O